2-((diphenylmethylene)amino)-3-methylpent-2-enedioate C1(=CC=CC=C1)C(C1=CC=CC=C1)=NC(C(=O)[O-])=C(CC(=O)[O-])C